CC(C(=O)C=1C=C2C=3CC(CCC3NC2=CC1)CNC(C)C)CC 6-(2-methylbutanoyl)-3-(isopropyl)aminomethyl-1,2,3,4-tetrahydro-9H-carbazole